COC1=C(C=C(C=C1)OC)C1=NC2=C(N1C1CC(C1)C(NC)=O)C=C(C=C2)C(=O)NCCCN(C)C 2-(2,5-dimethoxyphenyl)-N-(3-(dimethylamino)propyl)-1-((1r,3r)-3-(methylcarbamoyl)cyclobutyl)-1H-benzo[d]imidazole-6-carboxamide